3-carbonyl-3-(2,3,4-trimethoxyphenyl)propanamide C(=O)=C(CC(=O)N)C1=C(C(=C(C=C1)OC)OC)OC